[Si](C)(C)(C(C)(C)C)OC[C@H](C)N1N=C(C(=C1CNC)I)OCC 1-[2-[(1S)-2-[tert-butyl(dimethyl)silyl]oxy-1-methyl-ethyl]-5-ethoxy-4-iodo-pyrazol-3-yl]-N-methyl-methanamine